2-benzyl 1-(tert-butyl) (2S,4R)-4-((allyloxy)methyl)-4-fluoropyrrolidine-1,2-dicarboxylate C(C=C)OC[C@]1(C[C@H](N(C1)C(=O)OC(C)(C)C)C(=O)OCC1=CC=CC=C1)F